tert-butyl 4-(2-{3-[2-(tert-butoxy)-2-oxoethyl]phenoxy}ethyl)piperidine-1-carboxylate C(C)(C)(C)OC(CC=1C=C(OCCC2CCN(CC2)C(=O)OC(C)(C)C)C=CC1)=O